6-(4-((2s,5S)-4-acryloyl-5-(fluoromethyl)morpholin-2-yl)-6-chloropyridin-2-yl)-N-methylpyrimidine-4-carboxamide C(C=C)(=O)N1C[C@@H](OC[C@H]1CF)C1=CC(=NC(=C1)Cl)C1=CC(=NC=N1)C(=O)NC